Propan-2-yl 2-{[(1,2,3,5,6,7-hexahydro-s-indacen-4-yl)-carbamoyl]oxy}-3-(pyridazin-4-yl)propanoate C1CCC2=C(C=3CCCC3C=C12)NC(=O)OC(C(=O)OC(C)C)CC1=CN=NC=C1